(1S,2R)-1-amino-7-fluoro-5-bromo-2,3-dihydro-1H-inden-2-ol N[C@@H]1[C@@H](CC2=CC(=CC(=C12)F)Br)O